2-(1-(Ethylsulfonyl)-3-(4-(2-(5-methylthien-2-yl)imidazo[4,5-d]pyrrolo[2,3-b]pyridin-1(6H)-yl)-1H-pyrazol-1-yl)azetidin-3-yl)acetonitrile C(C)S(=O)(=O)N1CC(C1)(N1N=CC(=C1)N1C(=NC=2C1=C1C(=NC2)NC=C1)C=1SC(=CC1)C)CC#N